1-(2-ethylbenzyl)cyclobutane-1-carbonitrile C(C)C1=C(CC2(CCC2)C#N)C=CC=C1